(R)-benzyl-5-amino-4-((S)-2-((R)-2-(((2R,4aR,6S,7R,8R,8aS)-7-azido-6-(benzyloxy)-2-phenylhexahydropyrano[3,2-d][1,3]dioxin-8-yl)oxy)propanamido)propanamido)-5-oxopentanoate C(C1=CC=CC=C1)OC(CC[C@H](C(=O)N)NC([C@H](C)NC([C@@H](C)O[C@@H]1[C@H]([C@H](O[C@H]2[C@H]1O[C@@H](OC2)C2=CC=CC=C2)OCC2=CC=CC=C2)N=[N+]=[N-])=O)=O)=O